C(C)(C)(C)OC(=O)N[C@H](C(=O)N1[C@@H]([C@H]2[C@H]3C=C[C@@H]([C@H]2C1)C3)C(=O)O)C3(CCC3)C=C (1S,3aR,4S,7R,7aS)-2-((S)-2-((tert-butoxycarbonyl)amino)-2-(1-vinylcyclobutyl)acetyl)-2,3,3a,4,7,7a-hexahydro-1H-4,7-methanoisoindole-1-carboxylic acid